OC1=C(C2=C(C=CC(O2)=O)C=C1OC)OC 7-hydroxy-6,8-dimethoxybenzopyran-2-one